N-((4-((((1S,3R,7S)-4-methoxyadamantan-1-yl)methyl)amino)-3-nitrophenyl)sulfonyl)benzamide COC1[C@H]2CC3(CC(CC1C3)C2)CNC2=C(C=C(C=C2)S(=O)(=O)NC(C2=CC=CC=C2)=O)[N+](=O)[O-]